1-ethyl-6-fluoro-7-(4-methylpiperazin-1-yl)-3-(3,4-dioxomethylenecinnamoyl)-[1,8]naphthyridin-4(1H)-one C(C)N1C=C(C(C2=CC(=C(N=C12)N1CCN(CC1)C)F)=O)C(C=CC1=CC(C(C=C1)=C=O)=C=O)=O